ClC1=C(C=CC(=C1O)O)C1=CC(=NO1)[C@]1([C@@H](N2C(C[C@H]2S1(=O)=O)=O)C(=O)O)C (2S,3R,5R)-3-(5-(2-chloro-3,4-dihydroxyphenyl)isoxazol-3-yl)-3-methyl-7-oxo-4-thia-1-azabicyclo[3.2.0]heptane-2-carboxylic acid 4,4-dioxide